BrC1=C(OC2(CC2)C=O)C=C(C=C1)C 1-(2-Bromo-5-methylphenoxy)cyclopropane-1-carbaldehyde